4-chloro-5-methyl-tricyclo[6.2.1.02,7]undeca-2(7),3,5,9-tetraene ClC1=CC=2C3C=CC(C2C=C1C)C3